[C@H](C)(CC)[C@@H]1N(CC2=C(NC1=O)C=CC=C2)C([C@@H](C)NC(C)=O)=O N-((R)-1-((S)-3-((S)-sec-butyl)-2-oxo-1,2,3,5-tetrahydro-4H-benzo[e][1,4]diazepin-4-yl)-1-oxopropan-2-yl)acetamide